(S)-3-chloro-N-(1-(3-(2-ethylpyridin-4-yl)isoxazol-5-yl)ethyl)benzamide hydrochloride Cl.ClC=1C=C(C(=O)N[C@@H](C)C2=CC(=NO2)C2=CC(=NC=C2)CC)C=CC1